C12CN(CC(N1)C2)C=2OC1=C(N2)C=C(C=C1C=1SC=CN1)OC(F)(F)F 2-(3,6-diazabicyclo[3.1.1]heptan-3-yl)-7-(thiazol-2-yl)-5-(trifluoro-methoxy)benzo[d]oxazole